6-(4-[3-[(2R)-2-[[6-Oxo-5-(trifluoromethyl)-1,6-dihydropyridazin-4-yl]oxy]propoxy]butanoyl]piperazin-1-yl)pyridine-3-carbonitrile O=C1C(=C(C=NN1)O[C@@H](COC(CC(=O)N1CCN(CC1)C1=CC=C(C=N1)C#N)C)C)C(F)(F)F